hexadecyldimethylsilyl chloride C(CCCCCCCCCCCCCCC)[Si](C)(C)Cl